FC(C1=NN=C(S1)C1=NC=C2N1C=C(C=C2C=2CCNCC2)S(=O)(=O)NC2(CC2)CF)F 3-(5-(difluoromethyl)-1,3,4-thiadiazol-2-yl)-N-(1-(fluoromethyl)cyclopropyl)-8-(1,2,3,6-tetrahydropyridin-4-yl)imidazo[1,5-a]pyridine-6-sulfonamide